FC1([C@@H](CNCC1)C)F (R)-4,4-difluoro-3-methylpiperidine